C(C)(=O)N1CCC(CC1)[C@H](C)N1N=CC(=C1C(=O)NC1=NC=C(C=C1C)C#CC1=CC=CC=C1)Cl 1-[(1S)-1-(1-acetylpiperidin-4-yl)ethyl]-4-chloro-N-[3-methyl-5-(phenylethynyl)pyridin-2-yl]-1H-pyrazole-5-carboxamide